7-((6-methoxy-4-methylquinazolin-2-yl)amino)-5-azaspiro[2.4]heptane-5-carboxylic acid tert-butyl ester C(C)(C)(C)OC(=O)N1CC2(CC2)C(C1)NC1=NC2=CC=C(C=C2C(=N1)C)OC